4-[5-(pyrimidin-5-ylmethoxy)-2,3-dihydro-1H-isoindol-2-yl]pyridine-3-carbonitrile N1=CN=CC(=C1)COC=1C=C2CN(CC2=CC1)C1=C(C=NC=C1)C#N